5-[4-[[2-[2-[Tert-butoxycarbonyl(cyclopropylmethyl)amino]-4-pyridyl]oxazole-4-carbonyl]amino]-3-(difluoromethyl)pyrazol-1-yl]pyridine-2-carboxylic acid C(C)(C)(C)OC(=O)N(C1=NC=CC(=C1)C=1OC=C(N1)C(=O)NC=1C(=NN(C1)C=1C=CC(=NC1)C(=O)O)C(F)F)CC1CC1